(3S,4R)-4-((7-(5-(1-(difluoromethyl)cyclopropyl)pyridin-2-yl)-5-fluoropyrrolo[2,1-f][1,2,4]triazin-2-yl)amino)tetrahydro-2H-pyran-3-ol FC(C1(CC1)C=1C=CC(=NC1)C1=CC(=C2C=NC(=NN21)N[C@H]2[C@@H](COCC2)O)F)F